N-[3,4-difluoro-2-(2-fluoro-4-iodoanilino)-6-methoxyphenyl]-1-(2,3-dihydroxypropyl)cyclopropane-1-sulfonamide FC=1C(=C(C(=CC1F)OC)NS(=O)(=O)C1(CC1)CC(CO)O)NC1=C(C=C(C=C1)I)F